tert-butyl (S)-(1-(3-(3,3-dimethylpiperidin-1-yl)-1,2,4-oxadiazol-5-yl)ethyl)carbamate CC1(CN(CCC1)C1=NOC(=N1)[C@H](C)NC(OC(C)(C)C)=O)C